((3R,5R)-3-amino-5-fluoropiperidin-1-yl)(2-(1-(3-hydroxypropyl)-2,3-dihydro-1H-pyrrolo[1,2,3-de]quinoxalin-5-yl)-7-methoxy-1-(thiophen-2-ylmethyl)-1H-benzo[d]imidazol-5-yl)methanone N[C@H]1CN(C[C@@H](C1)F)C(=O)C1=CC2=C(N(C(=N2)C2=CC=3C=4N2CCN(C4C=CC3)CCCO)CC=3SC=CC3)C(=C1)OC